P(=O)(O)(O)OC[C@@H]1[C@H]([C@H]([C@@](O1)(N1C=NC=2C(=O)NC(N)=NC12)SC1=CC=C(C=C1)O)O)O (4-Hydroxy phenylthio) guanosine-5'-monophosphate